[N+](=O)(O)[O-].N[Pt](N)(N)N tetra-aminoplatinum nitrate